NC1=CC(C(NC1=NC=1C(=NN2C1C=CC(=C2C)C)OCCCN2C=NC=C2)=NC=2C(=NN1C2C=CC(=C1C)C)OCCCN1C=NC=C1)=N N,N'-(5-amino-3-iminopyridine-2,6(1H,3H)-diylidene)bis{2-[3-(1H-imidazol-1-yl)propoxy]-6,7-dimethylpyrazolo[1,5-a]pyridin-3-amine}